C1(C(C=CC=C1)=O)\C=C\C(=O)C1=CC=CC=C1 chalconone